C1(=CC=CC=C1)[C@@H](C1CCNCC1)C=1C=C(C=CC1)C |o1:6| (R or S)-4-(Phenyl(m-tolyl)methyl)piperidine